(6aR)-8-acryloyl-4-chloro-1-(4-(dimethylamino)piperidin-1-yl)-3-(2-fluoro-6-hydroxyphenyl)-6,6a,7,8,9,10-hexahydro-12H-pyrazino[2,1-c]pyrido[3,4-f][1,4]oxazepin-12-one C(C=C)(=O)N1C[C@@H]2COC3=C(C(N2CC1)=O)C(=NC(=C3Cl)C3=C(C=CC=C3O)F)N3CCC(CC3)N(C)C